[4-(1,3-benzodioxol-5-yl)-2-(1,1-dimethylethyl)-1H-imidazol-5-yl]-6-methyl-pyridine O1COC2=C1C=CC(=C2)C=2N=C(NC2C2=NC(=CC=C2)C)C(C)(C)C